ClC1(C(C2C(C(N(C12)C(=O)[O-])C(=O)[O-])C)=O)Cl 7,7-dichloro-4-methyl-6-oxo-2-azabicyclo[3.2.0]heptane-2,3-dicarboxylate